NC1C(CN(CC1)C=1C2=C(N=C(N1)OC[C@]13CCCN3C[C@@H](C1)F)C(=C(N=C2)C2=CC(=CC1=CC=C(C(=C21)C#C)F)O)F)(F)F 4-(4-(4-amino-3,3-difluoropiperidin-1-yl)-8-fluoro-2-(((2r,7as)-2-fluorohexahydro-1H-pyrrolizin-7a-yl)methoxy)pyrido[4,3-d]pyrimidin-7-yl)-5-ethynyl-6-fluoronaphthalen-2-ol